NC=1C=C(C(=CC1)C=1C(=CC(=CC1)N)S(=O)(=O)O)S(=O)(=O)O 4,4'-diamino-2,2'-biphenyldisulfonic acid